(R)-N-(3-fluoroquinolin-6-yl)-7-(1-methyl-1H-pyrazol-4-yl)-5-(1-(oxetan-3-yl)ethoxy)quinazolin-4-amine FC=1C=NC2=CC=C(C=C2C1)NC1=NC=NC2=CC(=CC(=C12)O[C@H](C)C1COC1)C=1C=NN(C1)C